N2-(2-(1-(Cyclopropylsulfonyl)-1H-pyrazol-4-yl)pyrimidin-4-yl)-N4-((1s,4s)-4-((dimethylamino)methyl)cyclohexyl)-5-(1-methyl-1H-pyrazol-3-yl)pyridine-2,4-diamine C1(CC1)S(=O)(=O)N1N=CC(=C1)C1=NC=CC(=N1)NC1=NC=C(C(=C1)NC1CCC(CC1)CN(C)C)C1=NN(C=C1)C